(2E,6R)-6-{[(2R,3R,5R,6S)-3,5-bis[(tert-butyldimethylsilyl)oxy]-6-methyloxan-2-yl]oxy}hept-2-enoic acid pyridin-4-ylmethyl ester N1=CC=C(C=C1)COC(\C=C\CC[C@@H](C)O[C@@H]1O[C@H]([C@@H](C[C@H]1O[Si](C)(C)C(C)(C)C)O[Si](C)(C)C(C)(C)C)C)=O